COC(=O)C1=NN(C(C=C1O)=O)C1=C(C=CC=C1)Cl 4-hydroxy-1-(2-chlorophenyl)-6-oxo-1,6-dihydropyridazine-3-carboxylic acid methyl ester